O=C1NC(CCC1N1C(C2=CC=CC(=C2C1=O)N1CC(C1)(F)CN1CCC(CC1)N1N=C2C=C(C(=CC2=C1)NC(=O)C=1C=NN2C1N=CC=C2)OC(C)C)=O)=O N-(2-(1-((1-(2-(2,6-dioxopiperidin-3-yl)-1,3-dioxoisoindolin-4-yl)-3-fluoroazetidin-3-yl)methyl)piperidin-4-yl)-6-isopropoxy-2H-indazol-5-yl)pyrazolo[1,5-a]pyrimidine-3-carboxamide